(±)-2-phenylpropanoic acid C1(=CC=CC=C1)[C@H](C(=O)O)C |r|